methyl (E)-2-[2-(6-chloropyrimidin-4-yloxy) phenyl]-3-methoxyacrylate (methyl)(E)-2-[2-(6-chloropyrimidin-4-yloxy)phenyl]-3-methoxyacrylate COC(\C(=C\OC)\C1=C(C=CC=C1)OC1=NC=NC(=C1)Cl)=O.ClC1=CC(=NC=N1)OC1=C(C=CC=C1)/C(/C(=O)OC)=C\OC